C(#N)[C@H](CC1=C(C=C(C=C1)C#CC1CCCC1)F)NC(=O)[C@H]1OCCCN(C1)C(=O)[O-] (S)-2-(((S)-1-cyano-2-(4-(cyclopentylethynyl)-2-fluorophenyl)ethyl)carbamoyl)-1,4-oxazepane-4-carboxylate